C=1C2=CCC3(CC=CC4(C13)OCCO4)C2 5'H-spiro[[1,3]dioxolane-2,8'-[2,4a]methanonaphthalene]